COC(C(OC)OC1=NN(C(=C1I)C=1C=NC(=CC1)F)C1=NC=CC=C1SC)=O Methyl-({5-(6-fluoropyridin-3-yl)-4-iodo-1-[3-(methylsulfanyl)pyridin-2-yl]-1H-pyrazol-3-yl}oxy)(methoxy)acetat